5-((((3'-chloro-2'-(2-chloro-3-((3-fluoro-4-(((2-methoxyethyl)(methyl)amino)methyl)pyridin-2-yl)amino)phenyl)-6-methoxy-[2,4'-bipyridin]-5-yl)methyl)amino)methyl)pyrrolidin-2-one ClC=1C(=NC=CC1C1=NC(=C(C=C1)CNCC1CCC(N1)=O)OC)C1=C(C(=CC=C1)NC1=NC=CC(=C1F)CN(C)CCOC)Cl